FC1(CC(C1)N1C=C(C(=CC1=O)NC1[C@H]2CN(C[C@@H]1CC2)C)C(=O)N[C@H](C)C2=C(C(=CC=C2)C(F)F)F)F 1-(3,3-difluorocyclobutyl)-N-((R)-1-(3-(difluoromethyl)-2-fluorophenyl)ethyl)-4-(((1R,5S,8s)-3-methyl-3-azabicyclo[3.2.1]octan-8-yl)amino)-6-oxo-1,6-dihydropyridine-3-carboxamide